CC([C@@H](C(N1[C@@H](CCC1)C(NC=1SC(=CN1)CCC)=O)=O)NC(=O)C1=CC2=C(S1)C=CC(=C2)C(F)(F)P(O)(O)=O)(C)C ((2-(((S)-3,3-dimethyl-1-oxo-1-((S)-2-((5-propylthiazol-2-yl)carbamoyl)pyrrolidin-1-yl)butan-2-yl)carbamoyl)benzo[b]thiophen-5-yl)difluoromethyl)phosphonic acid